OC(=O)C1C2C3C4C=CC(C3C(C1)C2)C4 4-hydroxycarbonyl-Tetracyclo[6.2.1.13,6.02,7]dodec-9-ene